tert-butyl (2-(3-(2-(3,4-dimethoxyphenyl)-3-isopropyl-1H-indol-5-yl)piperidin-1-yl)ethyl)(methyl)carbamate COC=1C=C(C=CC1OC)C=1NC2=CC=C(C=C2C1C(C)C)C1CN(CCC1)CCN(C(OC(C)(C)C)=O)C